2-(4-methoxybenzofuran-6-yl)-1-((S)-7'-methyl-6'-(pyrimidin-2-yl)-3',4'-dihydro-1'h-spiro[pyrrolidin-3,2'-[1,8]naphthyridin]-1-yl)propan-1-one COC1=CC(=CC2=C1C=CO2)C(C(=O)N2C[C@@]1(NC3=NC(=C(C=C3CC1)C1=NC=CC=N1)C)CC2)C